1,4-Diaminonaphthalin NC1=CC=C(C2=CC=CC=C12)N